4-(4-phenylbuta-1,3-diynyl)phenylamine C1(=CC=CC=C1)C#CC#CC1=CC=C(C=C1)N